[Fe].N1=C(C=CC=C1)C1=NC=CC=C1C1=NC=CC=C1 Terpyridine iron